4-(8-bromo-6-(3-iodophenyl)-3,6-dimethyl-7-oxooctyl)oxazolidin-2-one BrCC(C(CCC(CCC1NC(OC1)=O)C)(C)C1=CC(=CC=C1)I)=O